3,3-difluoro-4-((6-methoxy-4-oxo-3,4-dihydroquinazolin-5-yl)oxy)piperidine-1-carboxylic acid tert-butyl ester C(C)(C)(C)OC(=O)N1CC(C(CC1)OC1=C2C(NC=NC2=CC=C1OC)=O)(F)F